4-(piperazin-1-ylmethyl)piperidine-1-carboxylic acid benzyl ester C(C1=CC=CC=C1)OC(=O)N1CCC(CC1)CN1CCNCC1